O=C1NC(CCC1N1C(C2=C(C1)C=C(S2)CNC(=O)NC2=CC(=C(C=C2)C)C(C)C)=O)=O 1-((5-(2,6-dioxopiperidin-3-yl)-6-oxo-5,6-dihydro-4H-thieno[2,3-c]pyrrol-2-yl)methyl)-3-(3-isopropyl-4-methylphenyl)urea